NC1=C2C(=NC=N1)N(N=C2C2=CC=C(C=C2)OC2=CC=CC=C2)C2CCN(CC2)CC=2C=C(C(=NC2)C2C(NC(CC2)=O)=O)F 3-(5-((4-(4-amino-3-(4-phenoxyphenyl)-1H-pyrazolo[3,4-d]pyrimidin-1-yl)piperidin-1-yl)methyl)-3-fluoropyridin-2-yl)piperidine-2,6-dione